FC1(CN(CC[C@H]1NC1=NN2C(C(=N1)OC)=C(C=C2)C=2C=C(C=1N(C2)C(=CN1)C(=O)NC)F)C1COC1)F (R)-6-(2-((3,3-difluoro-1-(oxetan-3-yl)piperidin-4-yl)amino)-4-methoxypyrrolo[2,1-f][1,2,4]triazin-5-yl)-8-fluoro-N-methylimidazo[1,2-a]pyridine-3-carboxamide